3-chloro-1,2-dihydropyridin-2-one ClC=1C(NC=CC1)=O